COC=1C=C(C=CC1)C1=NN2C(=NC=3C=CC=C(C3C2=N1)C)NC=1C(N=CC=CC1)=O (3S)-3-{[2-(3-methoxyphenyl)-10-methyl-[1,2,4]triazolo[1,5-c]quinazolin-5-yl]amino}azepin-2-one